carbonyl-bis(cyclohexane-1,2-dicarboxylic acid) C(=O)(C1(C(CCCC1)C(=O)O)C(=O)O)C1(C(CCCC1)C(=O)O)C(=O)O